1-ethyl-3-methylimidazolium tetrachlorogallate Cl[Ga-](Cl)(Cl)Cl.C(C)N1C=[N+](C=C1)C